O=C1NC(CCC1NC(=O)C1=C(C=C(C=C1)N1CCN(CC1)CC1CCN(CC1)C1=CC(=C(C(=O)N)C=C1)F)F)=O 4-[4-[[4-[4-[(2,6-dioxo-3-piperidyl)carbamoyl]-3-fluoro-phenyl]piperazin-1-yl]methyl]-1-piperidyl]-2-fluoro-benzamide